BrC1=CC=C(C=C1)NC([C@H](C)O)=O (S)-N-(4-bromophenyl)-2-hydroxypropionamide